ethyl (R)-(Z)-3-((3-butyl-5-(4-fluorophenyl)-7-(methylthio)-1,1-dioxido-2,3,4,5-tetrahydro-1,5-benzothiazepin-8-yl)oxy)-2-fluoroacrylate C(CCC)[C@H]1CS(C2=C(N(C1)C1=CC=C(C=C1)F)C=C(C(=C2)O\C=C(\C(=O)OCC)/F)SC)(=O)=O